(-)-N-[3-chloro-1-(3-pyridyl)-1H-pyrazol-4-yl]-N-Ethyl-3-[(3,3,3-trifluoropropyl)sulfinyl]propanamide tert-butyl-3,3-difluoro-4-oxo-piperidine-1-carboxylate C(C)(C)(C)OC(=O)N1CC(C(CC1)=O)(F)F.ClC1=NN(C=C1N(C(CCS(=O)CCC(F)(F)F)=O)CC)C=1C=NC=CC1